OC=1C=C2C(=NC=NC2=CC1)OC1CC2(C1)CCN(CC2)C(=O)OC(C)(C)C tertbutyl 2-(6-hydroxyquinazolin-4-yl)oxy-7-azaspiro[3.5]nonane-7-carboxylate